isothiazolo[5,4-c]quinolin-4(5H)-one C1=NSC=2C(NC=3C=CC=CC3C21)=O